C(N)(=O)OC1CCC(CC1)N(CC1=CC=CC=C1)CC1=CC=CC=C1 (1r,4r)-4-(dibenzylamino)cyclohexanol carbamate